ClC1=C(C=C(N=N1)C(C)O)C 1-(6-chloro-5-methylpyridazin-3-yl)ethanol